NC1=C(C(=NN1C)C1CC2C(CNC2)C1)C(=O)NC1=CC(=C(C=C1)F)Cl 5-amino-N-(3-chloro-4-fluorophenyl)-1-methyl-3-(octahydrocyclopenta[c]pyrrol-5-yl)-1H-pyrazole-4-carboxamide